BrC1=CC(=NC=C1)C(=O)N=C(C)N(C)C 4-bromo-N-(1-(dimethylamino)ethylidene)picolinamide